4-Methoxy-1,8,10-triazatricyclo[7.4.0.02,7]trideca-2(7),3,5,8,10,12-hexaene-11-carboxylic acid dihydrate O.O.COC1=CC=2N3C=CC(=NC3=NC2C=C1)C(=O)O